(4S)-6-(7-(6-Chloro-5-((Z)-prop-1-en-1-yl)-1H-indazol-4-yl)-6,8-difluoro-2-(((2R,7aS)-2-fluorotetrahydro-1H-pyrrolizin-7a(5H)-yl)methoxy)quinazolin-4-yl)-1-oxa-6-azaspiro[3.5]nonane ClC1=C(C(=C2C=NNC2=C1)C1=C(C=C2C(=NC(=NC2=C1F)OC[C@]12CCCN2C[C@@H](C1)F)N1C[C@@]2(CCO2)CCC1)F)\C=C/C